2-((3-(difluoromethyl)-1-methyl-1H-pyrazol-5-yl)sulfonyl)-6-(tetrahydro-2H-pyran-4-yl)-2,6-diazaspiro[3.3]heptane FC(C1=NN(C(=C1)S(=O)(=O)N1CC2(C1)CN(C2)C2CCOCC2)C)F